C(C)(C)(C)OC(=O)N1CCN(CC1)C1=NC=C(C=C1)C1=CC=C(C=C1)N(C(C)=O)C1CCC(CC1)NC1=NC2=CC=CC=C2C=N1 4-(5-(4-(N-((1r,4r)-4-(quinazolin-2-ylamino)cyclohexyl)acetamido)phenyl)pyridin-2-yl)piperazine-1-carboxylic acid tert-butyl ester